10,10-diethoxy-(5E)-1,5-decadien-3-yne C(C)OC(CCC/C=C/C#CC=C)OCC